O1C2=C(OCC1)C=C(C=C2)C=2C(=C(C=CC2)C2=CC=1N(C=C2)C(=CN1)C1=CC(=C(CN2[C@H](CCC2)C(=O)O)C(=C1)OC)OC)C (4-(7-(3-(2,3-dihydrobenzo[b][1,4]dioxin-6-yl)-2-methylphenyl)imidazo[1,2-a]pyridin-3-yl)-2,6-dimethoxybenzyl)-D-proline